5-(5-fluoropyridin-2-yl)-N-(1-(tetrahydrofuran-3-yl)-1H-pyrazol-4-yl)isoxazole-3-carboxamide FC=1C=CC(=NC1)C1=CC(=NO1)C(=O)NC=1C=NN(C1)C1COCC1